IC1=CC(=NC(=C1)N1CCOCC1)NC1(CCO1)C 4-iodo-N-(4-methyl-oxetan-4-yl)-6-(morpholin-4-yl)pyridin-2-amine